N=C1C(C(=CC(=C1OC)OC)P)OC 3-iminotrimethoxyphenylphosphine